C(C(C)C)C(C(C(=O)O)S(=O)(=O)O)(C(=O)O)CC(C)C.C(C(C)C)C(C(C(=O)O)S(=O)(=O)O)(C(=O)O)CC(C)C.FC(C=1C=CC(=NC1)OC1CC2CN(C1C2)C=O)(F)F (6-((5-(trifluoromethyl)pyridin-2-yl)oxy)-2-azabicyclo[2.2.1]hept-2-yl)methanone diisobutyl-Sulfosuccinate (diisobutyl-Sulfosuccinate)